1-(3-chloro-5-{[4-(4-chloro-2-thienyl)-5-(4-cyclohexyl-4-oxidopiperazin-1-yl)-1,3-thiazol-2-yl]carbamoyl}pyridin-2-yl)piperidine-4-carboxylic acid ClC=1C(=NC=C(C1)C(NC=1SC(=C(N1)C=1SC=C(C1)Cl)N1CC[N+](CC1)([O-])C1CCCCC1)=O)N1CCC(CC1)C(=O)O